4-(3-chloro-4-benzoylphenylthio)phenyldi(fluorophenyl)sulfonium ClC=1C=C(C=CC1C(C1=CC=CC=C1)=O)SC1=CC=C(C=C1)[S+](C1=C(C=CC=C1)F)C1=C(C=CC=C1)F